(S)-3-phenyl-1-propanol C1(=CC=CC=C1)CCCO